FC=1C(=NC(=NC1)N)C1=CNC2=CC(=CC=C12)C 5-fluoro-4-(6-methyl-1H-indole-3-yl)pyrimidine-2-amine